1-methyl-4-(5-((2R,5S)-5-methylpiperidin-2-yl)benzo[d]thiazol-2-yl)piperidin-4-ol CN1CCC(CC1)(O)C=1SC2=C(N1)C=C(C=C2)[C@@H]2NC[C@H](CC2)C